CC(CCN)NC 1,N1-dimethylpropane-1,3-diamine